methyl 2-(piperazin-1-yl)pyrimidine-5-carboxylate hydrochloride Cl.N1(CCNCC1)C1=NC=C(C=N1)C(=O)OC